C(C)(C)(C)OC(=O)NC1=CC=C(C=N1)C(CCC(=O)OC)(C)C#N methyl 4-(6-((tert-butoxycarbonyl) amino) pyridin-3-yl)-4-cyanopentanoate